sodium lithium tetrahydrofuran O1CCCC1.[Li].[Na]